C(CC)O[Mg]I propoxymagnesium iodide